2-[1-[5-[[(3S)-2,6-dioxo-3-piperidyl]amino]-3-fluoro-2-pyridyl]-4-hydroxy-4-piperidyl]acetic acid hydrochloride Cl.O=C1NC(CC[C@@H]1NC=1C=C(C(=NC1)N1CCC(CC1)(O)CC(=O)O)F)=O